C(#N)C=1C(=CC(=NC1)C)C 5-cyano-2,4-dimethylpyridin